N1(CCCC1)CCN1CCCC1 1,2-dipyrrolidinylethane